C(C)NS(=O)(=O)NC1=NC=CC(=C1)CN1CCN(CC1)C=1C=CC(=NC1F)C(=O)NC 5-(4-((2-((N-ethylsulfamoyl)amino)pyridin-4-yl)methyl)piperazin-1-yl)-6-fluoro-N-methylpicolinamide